C(#N)CC1CCN(CC1)C=1N=C(C2=C(C=NNC2=O)N1)NC1=CC=C(CN2CCCCC2)C=C1 1-(4-((2-(4-(Cyanomethyl)piperidin-1-yl)-5-oxo-5,6-dihydropyrimido[4,5-d]pyridazin-4-yl)amino)benzyl)piperidin